hexa-methylenediamine NCCCCCCN